2-(1,4-dioxan-2-yl)ethanol O1C(COCC1)CCO